N1N=C(N=C1)CS(=O)(=O)O 1,2,4-triazoleMethanesulfonic acid